BrC=1C(=CC2=C(N(CC(CS2(=O)=O)CCCC)C2=CC=CC=C2)C1)OC 7-bromo-3-butyl-8-methoxy-5-phenyl-2,3,4,5-tetrahydro-1,5-benzothiazepine 1,1-dioxide